Cl.N[C@@H](CC(=O)OC)C(=O)OCN1N=CC(=C1)C=1SC=C(N1)C(NC=1C(=NN(C1)C1CCC(CC1)OCC)C1=NC(=CC=C1F)F)=O 1-((4-(4-((3-(3,6-difluoropyridin-2-yl)-1-((1r,4r)-4-ethoxycyclohexyl)-1H-pyrazol-4-yl) carbamoyl) thiazol-2-yl)-1H-pyrazol-1-yl) methyl) 4-methyl L-aspartate hydrochloride